IN[C@@H](CC1=CC=C(C=C1)OC1=CC=C(C=C1)O)C(=O)O Iodothyronin